(8-Methoxy-1,3,4,5-tetrahydropyrido[4,3-b]indol-2-yl)-[5-(trifluoromethyl)-1H-pyrazol-3-yl]methanone COC1=CC=2C3=C(NC2C=C1)CCN(C3)C(=O)C3=NNC(=C3)C(F)(F)F